3-(2,6-diisopropylphenyl)thiazole C(C)(C)C1=C(C(=CC=C1)C(C)C)N1CSC=C1